C(C)(C)N(P(C1=C(C=CC=C1)OC(F)(F)F)C1=CC=C(C=C1)[Si](CCCC)(CCCC)CCCC)P(C1=C(C=CC=C1)OC(F)(F)F)C1=CC=C(C=C1)[Si](CCCC)(CCCC)CCCC N-isopropyl-1-(4-(tributylsilyl)phenyl)-N-((4-(tributylsilyl)phenyl)(2-(trifluoromethoxy)phenyl)phosphaneyl)-1-(2-(trifluoromethoxy)phenyl)phosphanamine